3-(1-(methoxymethyl)-1H-tetrazol-5-yl)thiophen COCN1N=NN=C1C1=CSC=C1